ethoxybutaneone C(C)OCC(CC)=O